CN1N=CC(=C1)C1=NC2=CC=CC(=C2C=C1)C1=CC=C(C=C1)N1CCNCC1 (1-methyl-1H-pyrazol-4-yl)-5-(4-(piperazin-1-yl)phenyl)quinoline